N-[(1S)-1-(dicyclopropylmethyl)-2-[[5-(3,5-dimethyl-1H-pyrazol-4-yl)-4,6-difluoro-2-pyridyl]amino]-2-oxo-ethyl]-4-ethyl-1,2,5-oxadiazole-3-carboxamide C1(CC1)C([C@@H](C(=O)NC1=NC(=C(C(=C1)F)C=1C(=NNC1C)C)F)NC(=O)C1=NON=C1CC)C1CC1